methyl 2-[1-[[4-[2-(2-amino-3-pyridyl)-5-phenyl-imidazo[4,5-b]pyridin-3-yl]phenyl]methyl]pyrrolidin-3-yl]propanoate NC1=NC=CC=C1C1=NC=2C(=NC(=CC2)C2=CC=CC=C2)N1C1=CC=C(C=C1)CN1CC(CC1)C(C(=O)OC)C